NC1=CC2=C(N(C(C(N2C)=O)=O)C2CCN(CC2)C2=NC=C(C=N2)C#N)N=C1 2-(4-(7-amino-1-methyl-2,3-dioxo-2,3-dihydropyrido[2,3-b]pyrazin-4(1H)-yl)piperidin-1-yl)pyrimidine-5-carbonitrile